Bromomethanol BrCO